C(#C)C=1C=CC=C2C=CC=C(C12)C1=CC=C2C(=NC(=NC2=C1F)OC[C@]12CCCN2C[C@@H](C1)F)N1C[C@@H](NCC1)CC#N 2-((S)-4-(7-(8-ethynylnaphthalen-1-yl)-8-fluoro-2-(((2R,7aS)-2-fluorotetrahydro-1H-pyrrolizin-7a(5H)-yl)methoxy)quinazolin-4-yl)piperazin-2-yl)acetonitrile